n-capric acid CCCCCCCCCC(=O)O